5-(4-(Hexyloxy)-1,2,5-thiadiazol-3-yl)-1-methyl-1-((palmitoyloxy)(phenyl)methyl)-1,2,3,6-tetrahydropyridin-1-ium iodide [I-].C(CCCCC)OC=1C(=NSN1)C1=CCC[N+](C1)(C(C1=CC=CC=C1)OC(CCCCCCCCCCCCCCC)=O)C